C1(=CC=CC=C1)C(C(=O)Cl)(C)C1=CC=CC=C1 2,2-diphenylpropionyl chloride